BrC1=NC=CC(=C1F)NC(=O)N1CC=2C(=NN3C2C(CCC(C3)CNC(OC)=O)(F)F)CC1 Methyl ((2-((2-bromo-3-fluoropyridin-4-yl)carbamoyl)-11,11-difluoro-2,3,4,7,8,9,10,11-octahydro-1H-pyrido[4',3':3,4]pyrazolo[1,5-a]azepin-8-yl)methyl)carbamate